palladium bis-imidazolium salt N1C=[NH+]C=C1.N1C=[NH+]C=C1.[Pd+2]